IC1=CC=C(C=C1)N(C(C=C)=O)C1=NC=C(C=C1)C1=CC=C(C=C1)C N-(4-iodophenyl)-N-(5-(p-tolyl)pyridin-2-yl)acrylamide